magnesium compound with acrylic acid C(C=C)(=O)O.[Mg]